(S,E)-3-(azetidin-2-yl)acrylic acid N1[C@@H](CC1)/C=C/C(=O)O